1-((4-propylphenyl)sulfonyl)piperidine-2-carboxylic acid C(CC)C1=CC=C(C=C1)S(=O)(=O)N1C(CCCC1)C(=O)O